[Cl-].[Cl-].C[NH+]1[C@@H](C[NH2+][C@@H](C1)C)C (2R,5R)-1,2,5-trimethylpiperazine-1,4-diium dichloride